2-methyl-3,1-benzoxazine CC1N=C2C(=CO1)C=CC=C2